C(C)(=O)NCCSSCCCCS(=O)[O-] 4-[[2-(acetamido) ethyl] dithio]-1-butanesulfinate